2,3-dimethylimidazole-4-carbaldehyde CC1=NC=C(N1C)C=O